(S)-(4-(4-(1,3-dimethyl-1H-pyrazol-5-yl)-5-fluoropyrimidin-2-yl)piperazin-1-yl)(5-(5-fluoropyridin-3-yl)-4,5-dihydro-1H-pyrazol-1-yl)methanone CN1N=C(C=C1C1=NC(=NC=C1F)N1CCN(CC1)C(=O)N1N=CC[C@H]1C=1C=NC=C(C1)F)C